2-Amino-7-(2-(naphthalen-1-yl)-4-nitrophenoxy)-1,2,3,4-tetrahydronaphthalene-2-carboxylic acid NC1(CC2=CC(=CC=C2CC1)OC1=C(C=C(C=C1)[N+](=O)[O-])C1=CC=CC2=CC=CC=C12)C(=O)O